C(CC)(=O)O[C@@H](CC)OCC([C@H](C[C@H]1C(NCC1)=O)NC([C@@H](NC(=O)C=1NC2=CC=CC(=C2C1)OC)CC(C)C)=O)=O (1S)-1-({(3S)-3-({N-[(4-methoxy-1H-indol-2-yl)carbonyl]-L-leucyl}amino)-2-oxo-4-[(3S)-2-oxopyrrolidin-3-yl]butyl}oxy)propyl propanoate